4-([1,1'-biphenyl]-2-yl)-2-formyl-N-(1-(oxetan-3-yl)piperidin-4-yl)quinoline-6-carboxamide C1(=C(C=CC=C1)C1=CC(=NC2=CC=C(C=C12)C(=O)NC1CCN(CC1)C1COC1)C=O)C1=CC=CC=C1